CC(C)(C)OC(C=C)=O acrylic acid 1,1-dimethylethyl ester